5-fluoro-1,3-thiazole FC1=CN=CS1